[O-]S(=O)(=O)C(F)(F)F.C[NH+]1CCCC1 N-methylpyrrolidinium triflate salt